(S)-7-[2-[3-(8-Aminopyrido[3,4-d]pyrimidin-2-yl)phenyl]ethynyl]-5,6-dihydrocyclopenta[b]pyridin-7-ol NC1=NC=CC2=C1N=C(N=C2)C=2C=C(C=CC2)C#C[C@]2(CCC=1C2=NC=CC1)O